C(CCCCC(C)C)OCC=C allyl isooctyl ether